4-Hydroxy-7-[2-{[2-{[3-(2-phenylethoxy)propyl]sulphonyl}ethyl]-amino}ethyl]-2(3H)-benzothiazolone OC1=CC=C(C2=C1NC(S2)=O)CCNCCS(=O)(=O)CCCOCCC2=CC=CC=C2